(1r,4r)-4-(4-(4,6-difluoroisoindoline-2-carboxamido)phenyl)cyclohexane-1-carboxylic acid FC1=C2CN(CC2=CC(=C1)F)C(=O)NC1=CC=C(C=C1)C1CCC(CC1)C(=O)O